3,3-diaminocyclohexane NC1(CCCCC1)N